CNC=1N=CC(=C2C=C(N=CC12)NC(=O)C1CC1)C#CC1=CC=C(C=C1)OCC1COC1 N-(8-(methylamino)-5-((4-(oxetan-3-ylmethoxy)phenyl)ethynyl)-2,7-naphthyridin-3-yl)cyclopropanecarboxamide